6-amino-3-bromopyridinecarbonitrile NC1=CC=C(C(=N1)C#N)Br